1,3-Benzodioxan O1COCC2=C1C=CC=C2